4-(2-fluoro-5-((tetrahydro-2H-pyran-4-yl)oxy)-3-(4,4,5,5-tetramethyl-1,3,2-dioxaborolan-2-yl)phenyl)-1,3,5-trimethyl-1H-pyrazole FC1=C(C=C(C=C1B1OC(C(O1)(C)C)(C)C)OC1CCOCC1)C=1C(=NN(C1C)C)C